3-(2-amino-6-chloro-5-(2-methoxybenzyl)pyrimidin-4-yl)propionic acid NC1=NC(=C(C(=N1)CCC(=O)O)CC1=C(C=CC=C1)OC)Cl